COC1=CC=C(C=C1)C1=NN2C=NC=3C=C(C=CC3C2=N1)C(F)(F)F 2-(4-methoxyphenyl)-8-(trifluoromethyl)[1,2,4]triazolo[1,5-c]quinazolin